4-[4,4-dimethyl-5-oxo-3-[4-[4-(3-oxopropoxy)phenyl]phenyl]-2-thioxo-imidazolidin-1-yl]-2-(trifluoromethyl)benzonitrile CC1(N(C(N(C1=O)C1=CC(=C(C#N)C=C1)C(F)(F)F)=S)C1=CC=C(C=C1)C1=CC=C(C=C1)OCCC=O)C